((1-(6,7-dimethoxy-4-oxo-3,4-dihydro-phthalazin-1-yl)piperidin-4-yl)methyl)sulfonamide hydrochloride Cl.COC=1C=C2C(NN=C(C2=CC1OC)N1CCC(CC1)CS(=O)(=O)N)=O